C(C)(C)(C)OC(=O)N1CC2=C(CC1)NN=C2C(=O)NC2(CC2)C2=CC=C(C=N2)C(=O)O 6-(1-{5-[(tert-butoxy)carbonyl]-1H,4H,5H,6H,7H-pyrazolo[4,3-c]pyridine-3-amido}cyclopropyl)pyridine-3-carboxylic acid